N1=C(C=CC(=C1)C(=O)O)C1=NC=C(C=C1)C(=O)O (2,2'-bipyridine)-5,5'-dicarboxylic acid